C(C)(C)OC1=CC2=C(CN(CCC2)C2=CC(=C(C(=C2)C)NC(CC(C)(C)C)=O)C)C=C1 N-(4-(7-isopropoxy-1,3,4,5-tetrahydro-2H-benzo[c]azepin-2-yl)-2,6-dimethylphenyl)-3,3-dimethylbutanamide